4-di(2-hydroxyethyl)aminoaniline OCCN(C1=CC=C(N)C=C1)CCO